N-(9-((2R,3R,4S,5R)-5-((bis(4-methoxyphenyl)(phenyl)-methoxy)methyl)-3,4-dihydroxytetrahydrothiophen-2-yl)-6-oxo-6,9-dihydro-1H-purin-2-yl)isobutyramide COC1=CC=C(C=C1)C(OC[C@@H]1[C@H]([C@H]([C@@H](S1)N1C=2N=C(NC(C2N=C1)=O)NC(C(C)C)=O)O)O)(C1=CC=CC=C1)C1=CC=C(C=C1)OC